(E)-2-(3-azido-4-bromobut-1-en-1-yl)naphthalene N(=[N+]=[N-])C(/C=C/C1=CC2=CC=CC=C2C=C1)CBr